BrCC=1OC(OC1CCCCC)=O 4-(bromomethyl)-5-pentyl-1,3-dioxol-2-one